C(C1=CC=CC=C1)OC(CCC(=O)OC)CCO methyl 4-(benzyloxy)-6-hydroxyhexanoate